COC=1C=C(CCC2(CCC2)C(=O)Cl)C=CC1 1-(3-Methoxyphenethyl)cyclobutanecarbonyl chloride